F[C@H]1[C@H](C1)C(=O)NC1=NC=C2C=C(N3C(C2=C1)=CC=N3)C=3C=NC(=CC3C)[C@H](CC)O (1R,2R)-2-fluoro-N-(5-(6-((S)-1-hydroxypropyl)-4-methylpyridin-3-yl)pyrazolo[5,1-a][2,6]naphthyridin-9-yl)cyclopropane-1-carboxamide